4-{6-amino-5-[1-(2,6-dichloro-phenyl)-ethoxy]-pyridin-3-yl}-N-(3-pyrrolidin-1-yl-propyl)-benzamide NC1=C(C=C(C=N1)C1=CC=C(C(=O)NCCCN2CCCC2)C=C1)OC(C)C1=C(C=CC=C1Cl)Cl